7-((2R,6R)-2,6-dimethylmorpholino)-2-(1H-pyrazol-5-yl)thieno[3,2-b]pyridin-5-amine C[C@H]1O[C@@H](CN(C1)C1=C2C(=NC(=C1)N)C=C(S2)C2=CC=NN2)C